N[C@]1(COC=2C1=NC=C(C2)C2=CC1=C(N=C3N1[C@H]1C4=C(C(N([C@@H]3C1)C)=O)C=CC=C4OC(F)F)C=C2)C (7R,14R)-11-((R)-3-amino-3-methyl-2,3-dihydrofuro[3,2-b]pyridin-6-yl)-1-(difluoromethoxy)-6-methyl-6,7-dihydro-7,14-methanobenzo[f]benzo[4,5]imidazo[1,2-a][1,4]diazocin-5(14H)-one